C1(CCC1)OCC#CC1=NC=2N(C(N(C(C2N1CC1=CC(=C(C=C1)F)F)=O)CCCCO)=O)C 8-(3-Cyclobutoxyprop-1-yn-1-yl)-7-(3,4-difluorobenzyl)-1-(4-hydroxybutyl)-3-methyl-3,7-dihydro-1H-purine-2,6-dione